N1N=CC2=C(C=CC=C12)CN1N=CC2=C(N(C=3C=C(C=CC23)CC2=NC(=CC=C2)OC)C)C1=O 3-((1H-indazol-4-yl)methyl)-7-((6-methoxypyridin-2-yl)methyl)-5-methyl-3,5-dihydro-4H-pyridazino[4,5-b]indol-4-one